(-)-3-(3-chloro-2-methylanilino)-2-(3-{[2-methyloxetan-2-yl]methoxy}pyridin-4-yl)-1,5,6,7-tetrahydro-4H-pyrrolo[3,2-c]pyridin-4-one ClC=1C(=C(NC2=C(NC3=C2C(NCC3)=O)C3=C(C=NC=C3)OCC3(OCC3)C)C=CC1)C